C1(=CC=CC=C1)C1=NN=C(S1)NC(C1=C(C=C(C=C1)C(F)(F)F)NS(=O)(=O)C1=CC=C(C=C1)C1=CC=CC=C1)=O N-(5-phenyl-1,3,4-thiadiazol-2-yl)-4-trifluoromethyl-2-([1,1'-biphenyl]-4-sulfonylamino)benzamide